C12(CC(C1)C2)N2N=CC(=C2)C2C=C(CCO2)C2=NC1=NC(=C(N=C1C(=N2)C2=C(C=C(C=C2)F)F)C)C 2-[6-[1-(1-bicyclo[1.1.1]pentanyl)pyrazol-4-yl]-3,6-dihydro-2H-pyran-4-yl]-4-(2,4-difluorophenyl)-6,7-dimethyl-pteridine